racemic-3-(3,5-dichloro-4-fluorophenyl)-1-(1-(6,7-difluoro-1-oxo-1,2-dihydroisoquinolin-4-yl)ethyl)-1-methylurea ClC=1C=C(C=C(C1F)Cl)NC(N(C)[C@H](C)C1=CNC(C2=CC(=C(C=C12)F)F)=O)=O |r|